FC(F)(F)N1N=CC=C1C trifluoromethyl-5-methyl-1H-pyrazole